5-hydroxy-7-(4-((4-methylpiperazin-1-yl)methyl)phenyl)-2-phenyl-4H-chromen-4-one OC1=C2C(C=C(OC2=CC(=C1)C1=CC=C(C=C1)CN1CCN(CC1)C)C1=CC=CC=C1)=O